[3H]guanosine [C@@H]1([C@H](O)[C@H](O)[C@@H](CO)O1)N1C=NC=2C(=O)N=C(N)NC12